FC=1C=C(CCN(C2=CC=C3C(=CC(OC3=C2)=O)C2=C(C=CC=C2)C)C)C=CC1 7-((3-fluorophenethyl)(methyl)amino)-4-(o-tolyl)-2H-chromen-2-one